S(=O)(=O)([O-])[O-].[Na+].[Na+] di-sodium sulfate